FC1=CC=C(C=C1)[C@H](C)NC1=NC(=CC(=C1)C1=CN=CO1)NC1=NC=CN=C1 (S)-N2-[1-(4-fluorophenyl)ethyl]-4-(oxazol-5-yl)-N6-(pyrazin-2-yl)pyridine-2,6-diamine